3-(6-((5-rel-((2S,3S)-1-((tert-butyldimethylsilyl)oxy)-3-hydroxy-2,5-dimethylhex-5-en-2-yl)-2-(methylthio)pyrimidin-4-yl)amino)pyridin-2-yl)-(S)-4-methyloxazolidin-2-one [Si](C)(C)(C(C)(C)C)OC[C@]([C@H](CC(=C)C)O)(C)C=1C(=NC(=NC1)SC)NC1=CC=CC(=N1)N1C(OC[C@@H]1C)=O |o1:9,10|